COC=1C=C(C=C2C(CN(C(C12)=O)C(=O)[O-])(C)C)B1OC(C(O1)(C)C)(C)C 8-Methoxy-4,4-dimethyl-1-oxo-6-(4,4,5,5-tetramethyl-1,3,2-dioxaborolan-2-yl)-3H-isoquinoline-2-carboxylate